2-(3-(3-Ethoxy-2-methyl-3-oxopropyl)phenyl)-2,5,5-trimethyl-6-(2,2,2-trifluoroacetoxy)hexanoic acid C(C)OC(C(CC=1C=C(C=CC1)C(C(=O)O)(CCC(COC(C(F)(F)F)=O)(C)C)C)C)=O